7-(3-amino-6-(4-(4-methylpiperazin-1-yl)phenyl)pyrazin-2-yl)-2,3,4,5-tetrahydro-1H-benzo[c]azepin-1-one NC=1C(=NC(=CN1)C1=CC=C(C=C1)N1CCN(CC1)C)C1=CC2=C(C(NCCC2)=O)C=C1